C(CCCC)C(CCOC(CCC(=O)OCCCCCCN(CCCCCCOC(CCC(OCCC(CCCCC)CCCCC)OCCC(CCCCC)CCCCC)=O)CCCCO)OCCC(CCCCC)CCCCC)CCCCC ((4-hydroxybutyl)azanediyl)bis(hexane-6,1-diyl) bis(4,4-bis((3-pentyloctyl)oxy)butanoate)